2-amino-7-bromothieno[3,2-c]pyridine-3-carboxamide NC1=C(C=2C=NC=C(C2S1)Br)C(=O)N